N-methyl-1-(4-(6-(2-(pyrazin-2-yl)acetamido)pyridazin-3-yl)butyl)-1H-1,2,3-triazole-4-carboxamide CNC(=O)C=1N=NN(C1)CCCCC=1N=NC(=CC1)NC(CC1=NC=CN=C1)=O